ClCCSCCCl 1-Chloro-2-[(2-chloroethyl)sulfanyl]ethane